C(#N)C1=NNC2=NN3C(C(=CC(=C3)OCC)C=3C=NC(=CC3)N3CC4N(C(C3)C4)CC=4C=NC(=CC4)OC)=C21 3-cyano-6-ethoxy-4-(6-(6-((6-methoxypyridin-3-yl)methyl)-3,6-diazabicyclo[3.1.1]heptan-3-yl)pyridin-3-yl)-1H-pyrazolo[3',4':3,4]pyrazolo[1,5-a]pyridine